CC=1N=C(C2=C(N1)N=C(C(=C2)C(=C)C)N2CCCC2)N[C@H](C)C2=CC(=CC(=C2)C(F)(F)F)[N+](=O)[O-] (R)-2-methyl-N-(1-(3-nitro-5-(trifluoromethyl)phenyl)ethyl)-6-(prop-1-en-2-yl)-7-(pyrrolidin-1-yl)pyrido[2,3-d]pyrimidin-4-amine